C(C)(=O)SC(C(=O)N)C1=CC=CC=C1 S-(2-amino-2-oxo-1-phenyl-ethyl) thioacetate